ClC=1C(=CC(=NC1)OC)C1=CC(=NN1)C(=O)N1CCC(CC1)C(=O)NCC1=NC=CC(=C1)Cl 1-[5-(5-chloro-2-methoxypyridin-4-yl)-1H-pyrazole-3-carbonyl]-N-[(4-chloropyridin-2-yl)methyl]piperidine-4-carboxamide